BrCOC(=O)C=1C(=CC=CC1)C1=CC=CC=C1 bromomethyl-2-biphenylcarboxylate